NC1=C(C=C(C=N1)C=1C=C2N(N1)CCC21CN(CC1)C(=O)NCC)O[C@H](C)C1=C(C(=CC=C1Cl)F)Cl 2'-{6-amino-5-[(1R)-1-(2,6-dichloro-3-fluorophenyl)ethoxy]pyridin-3-yl}-N-ethyl-5',6'-dihydrospiro[pyrrolidine-3,4'-pyrrolo[1,2-b]pyrazole]-1-carboxamide